N-[4-[(6,7-dimethoxy-1,5-naphthyridin-4-yl)oxy]-3-fluorophenyl]-5-(4-fluoro-3-methylphenyl)-4-hydroxy-2-methylpyridine-3-carboxamide COC=1N=C2C(=CC=NC2=CC1OC)OC1=C(C=C(C=C1)NC(=O)C=1C(=NC=C(C1O)C1=CC(=C(C=C1)F)C)C)F